N-(2-chloro-3-((5-chloro-3-methyl-4-oxo-3,4-dihydroquinazolin-6-yl)amino)-4-fluorophenyl)-3,4-difluoropyrrolidine-1-sulfonamide ClC1=C(C=CC(=C1NC=1C(=C2C(N(C=NC2=CC1)C)=O)Cl)F)NS(=O)(=O)N1CC(C(C1)F)F